CC(C)(C)[S@@](=O)/N=C(\[2H])/C=1C=C2C(=CN1)N(N=C2)CC(F)(F)F (R,E)-2-methyl-N-((1-(2,2,2-trifluoroethyl)-1H-pyrazolo[3,4-c]pyridin-5-yl)methylene-d)propane-2-sulfinamide